C1(CC1)C(=O)N1CCNCC1 1-(cyclopropylcarbonyl)-piperazine